IC=1C(N(N(C1)COCC[Si](C)(C)C)CC(F)(F)F)=O 4-iodo-2-(2,2,2-trifluoroethyl)-1-{[2-(trimethylsilyl)ethoxy]methyl}pyrazol-3-one